FC(C(C(C(F)F)(F)F)(F)F)(F)C1(OC1(F)F)F 2-(1,1,2,2,3,3,4,4-octafluorobutyl)-2,3,3-trifluorooxirane